cholestatetraen-22-yne-1,3,25-triol CC(C)(CC#CC(=C)C1=CC=C2C3=CCC4CC(CC([C@]4(C)[C@H]3CC[C@]12C)O)O)O